C1(CCCCC1)P(C1=C(C(=CC=C1OC)OC)C1=C(C=C(C=C1C(C)C)C(C)C)C(C)C)C1CCCCC1 dicyclohexyl-(2',4',6'-triisopropyl-3,6-dimethoxy-[1,1'-biphenyl]-2-yl)phosphane